N,N'-diethyl-p-phenylenediamine hydrochloride Cl.C(C)NC1=CC=C(C=C1)NCC